tert-butyl ((5-(N-acetoxycarbamimidoyl)thiazol-2-yl)methyl)carbamate C(C)(=O)ONC(=N)C1=CN=C(S1)CNC(OC(C)(C)C)=O